FC1=C(N)C=CC(=C1)OC1=CC=2N(C=C1)N=CN2 2-fluoro-4-{[1,2,4]triazolo[1,5-a]pyridin-7-yloxy}aniline